N-(4,5-dimethylisoxazol-3-yl)-2-(3-(hydroxymethyl)-1H-indol-1-yl)-N-(methoxymethyl)benzenesulfonamide CC=1C(=NOC1C)N(S(=O)(=O)C1=C(C=CC=C1)N1C=C(C2=CC=CC=C12)CO)COC